(R)-3-(2,4-difluorophenyl)-3-hydroxy-N-(1-(6-(trifluoromethyl)pyridin-2-yl)cyclopropyl)butanamide FC1=C(C=CC(=C1)F)[C@](CC(=O)NC1(CC1)C1=NC(=CC=C1)C(F)(F)F)(C)O